bis(isobutylsulfonyl)diazomethane C(C(C)C)S(=O)(=O)C(=[N+]=[N-])S(=O)(=O)CC(C)C